N-(3-bromo-6-fluoro-4-methyl-2-nitrophenyl)acetamide BrC=1C(=C(C(=CC1C)F)NC(C)=O)[N+](=O)[O-]